ClC1=CC=C(C=C1)NC(=O)C=1C2=C(N=C(N1)N1C=NC=C1)C=CN2 N-(4-Chlorophenyl)-2-(1H-imidazol-1-yl)-5H-pyrrolo[3,2-d]pyrimidine-4-carboxamide